urea, trishydrochloride Cl.Cl.Cl.NC(=O)N